NC1=CC2=C(CN(CCC2)C(C(F)(F)F)=O)C=C1Cl 1-(7-amino-8-chloro-1,3,4,5-tetrahydro-2H-benzo[c]azepin-2-yl)-2,2,2-trifluoroethan-1-one